1-(4-bromo-2-methylphenyl)methanamine hydrochloride Cl.BrC1=CC(=C(C=C1)CN)C